1-(4-methylbenzene-1-sulfonyl)-N-[(1,3,4-thiadiazol-2-yl)methyl]-1H-pyrazole-3-carboxamide CC1=CC=C(C=C1)S(=O)(=O)N1N=C(C=C1)C(=O)NCC=1SC=NN1